C(C1=CC=CC=C1)N1N=C(C2=CC=CC=C12)CCl 1-benzyl-3-chloromethyl-1H-indazole